C(C)(C)(C)N1C([C@@H](CC1)O)(CC(=C)CO[Si](C)(C)C(C)(C)C)C 1-(tert-butyl)2-methyl-(3R)-2-(2-(((tertbutyldimethylsilyl)oxy)methyl)allyl)-3-hydroxypyrrolidine